C(C)(=O)OC(C=1N2C=CC=C2C=CC1)C1=CC=CC=C1 5-(acetoxy(phenyl)methyl)indolizine